2-(pyridin-2-yloxy)quinolin N1=C(C=CC=C1)OC1=NC2=CC=CC=C2C=C1